para-chlorophenylalanine ClC1=CC=C(C[C@H](N)C(=O)O)C=C1